ethyl 2-methyl-2H,8H-pyrazolo[3,4-b]indole-5-carboxylate CN1N=C2NC3=CC=C(C=C3C2=C1)C(=O)OCC